4-((2-(3-(dimethylamino)phenoxy)ethoxy)methyl)-N,N-bis(3-(2-methoxyethoxy)benzyl)oxazol-2-amine CN(C=1C=C(OCCOCC=2N=C(OC2)N(CC2=CC(=CC=C2)OCCOC)CC2=CC(=CC=C2)OCCOC)C=CC1)C